C(CCCCCCC)C(CC1=CC=C(S1)C=1SC(=CC1)CC(CCCCCCCCCC)CCCCCCCC)CCCCCCCCCC 5,5'-bis(2-octyldodecyl)-2,2'-bithiophene